C(C)OC(CCCCC)=O.[Zn+2].ClCC1=CC=C(C=C1)S(=O)(=O)C 1-(chloromethyl)-4-(methylsulfonyl)benzene zinc(II) ethylhexanoate